1-(4-(3-((4-amino-5-(4-chloro-3-(fluoromethyl)phenyl)-7-methyl-7H-pyrrolo[2,3-d]pyrimidin-6-yl)ethynyl)azetidin-1-yl)piperidin-1-yl)prop-2-en-1-one NC=1C2=C(N=CN1)N(C(=C2C2=CC(=C(C=C2)Cl)CF)C#CC2CN(C2)C2CCN(CC2)C(C=C)=O)C